(S)-(2-((1-((dimethylamino)methyl)cyclopropyl)methoxy)-4-(3-fluoroazepan-1-yl)-5,7-dihydro-6H-pyrrolo[3,4-d]pyrimidin-6-yl)(3-hydroxy-8-iodonaphthalen-1-yl)methanone CN(C)CC1(CC1)COC=1N=C(C2=C(N1)CN(C2)C(=O)C2=CC(=CC1=CC=CC(=C21)I)O)N2C[C@H](CCCC2)F